methyl (bromomethyl)-4-fluorobenzoate BrCC1=C(C(=O)OC)C=CC(=C1)F